S(C)(=O)(=O)O.N1CCC(CC1)C=1C=CC=C2C(=CN=CC12)N1C(NC(CC1)=O)=O 1-(8-(piperidin-4-yl)isoquinolin-4-yl)dihydropyrimidine-2,4(1H,3H)-dione mesylate